CN1C=C(C2=CC=CC=C12)C(CNS(=O)(=O)C1=CC=C2C=CNC2=C1)N1CC(C1)C N-(2-(1-methyl-1H-indol-3-yl)-2-(3-methylazetidin-1-yl)ethyl)-1H-indole-6-sulfonamide